(R,2R)-N'-((8-fluoro-1,2,3,5,6,7-hexahydro-s-indacen-4-yl)carbamoyl)-2-methyl-N-trityl-2,3-dihydropyrazolo[5,1-b]oxazole-7-sulfonimidamide FC=1C=2CCCC2C(=C2CCCC12)NC(=O)N=[S@@](=O)(NC(C1=CC=CC=C1)(C1=CC=CC=C1)C1=CC=CC=C1)C=1C=NN2C1O[C@@H](C2)C